FC1(CCN(CC1)C1=NC2=CC(=C(C=C2C(=N1)NC=1OC(=CC1)C)OC)C#CCN1CCCC1)F 2-(4,4-difluoropiperidin-1-yl)-6-methoxy-N-(5-methylfuran-2-yl)-7-(3-(pyrrolidin-1-yl)prop-1-yn-1-yl)quinazolin-4-amine